(1S,2S,3S,5R)-3-(4-chlorophenoxy)-5-((E)-4-hydrazineylidene-1,4-dihydro-7H-pyrrolo[2,3-d]pyrimidin-7-yl)cyclopentane-1,2-diol ClC1=CC=C(O[C@@H]2[C@H]([C@H]([C@@H](C2)N2C=CC\3=C2NC=N/C3=N/N)O)O)C=C1